tert-Butyl 2-(7-(5-methyl-2-((1-methyl-1H-pyrazol-5-yl)amino)pyrimidin-4-yl)-1-oxo-3,4-dihydro pyrrolo[1,2-a]pyrazin-2(1H)-yl)propanoate CC=1C(=NC(=NC1)NC1=CC=NN1C)C=1C=C2N(CCN(C2=O)C(C(=O)OC(C)(C)C)C)C1